6-(4-chlorophenyl)-2-(3-fluorophenyl)-N-[(1S,2R)-2-hydroxycyclopentyl]-3-oxo-2,3-dihydropyridazine-4-carboxamide ClC1=CC=C(C=C1)C=1C=C(C(N(N1)C1=CC(=CC=C1)F)=O)C(=O)N[C@@H]1[C@@H](CCC1)O